(S)-5-Benzyl-N-(9-(3-hydroxy-3-methylbut-1-yn-1-yl)-4,5-dihydrobenzo[b]imidazo[1,2-d][1,4]oxazepin-4-yl)-1H-1,2,4-triazole-3-carboxamide C(C1=CC=CC=C1)C1=NC(=NN1)C(=O)N[C@H]1C=2N(C3=C(OC1)C=CC(=C3)C#CC(C)(C)O)C=CN2